COC1=C(C=C2CCN(CC2=C1)C(=O)OC(C)(C)C)C(=O)OC 2-(tert-butyl) 6-methyl 7-methoxy-3,4-dihydroisoquinoline-2,6(1H)-dicarboxylate